1-(1-(5-(5-(difluoromethyl-1,3,4-oxadiazol-2-yl)pyridin-2-yl)-2-(pyrrolidin-1-yl)ethyl)-1H-1,2,3-triazol-4-yl)pyridin-2-amine FC(F)C1=NN=C(O1)C=1C=CC(=NC1)C1CCCN1CCN1N=NC(=C1)N1C(C=CC=C1)N